C(C)C(C(=O)[O-])CCCC.C(C)C(C(=O)[O-])CCCC.[O-2].[Ti+4] titanium oxide bis(2-ethylhexanoate)